BrC=1C(=NC(=NC1)N)OC 5-bromo-4-methoxy-pyrimidin-2-amine